3'-chloro-6-(3-(4-(3-(3-(trifluoromethyl) phenyl) ureido) phenoxy) azetidin-1-yl)-[1,1'-biphenyl]-2-carboxylate ClC=1C=C(C=CC1)C=1C(=CC=CC1N1CC(C1)OC1=CC=C(C=C1)NC(=O)NC1=CC(=CC=C1)C(F)(F)F)C(=O)[O-]